N,N-dioctadecyl-1,3-diaminopropane C(CCCCCCCCCCCCCCCCC)N(CCCN)CCCCCCCCCCCCCCCCCC